N1=C(C(=CC=C1)C(=O)N1CCC(CC1)(C#N)CCCCC1=CC=CC=C1)C1=CC=NC=C1 1-([2,4'-bipyridine]-3-carbonyl)-4-(4-phenylbutyl)piperidine-4-carbonitrile